5-(indolizine-2-carbonyl)-N-[(oxan-3-yl)methyl]-2H,4H,5H,6H,7H-pyrazolo[4,3-c]pyridine-3-carboxamide C=1C(=CN2C=CC=CC12)C(=O)N1CC=2C(CC1)=NNC2C(=O)NCC2COCCC2